biphenyl-3,4',5-tricarboxylate C1(=CC(=CC(=C1)C(=O)[O-])C(=O)[O-])C1=CC=C(C=C1)C(=O)[O-]